3-methoxy-5-(4-methyl-1H-1,2,3-triazol-1-yl)aniline COC=1C=C(N)C=C(C1)N1N=NC(=C1)C